5-bromobenzo[c][1,2,5]oxadiazole BrC1=CC=2C(=NON2)C=C1